4-(dibenzothiophen-4-yl)phenylboronic acid C1=CC=C(C=2SC3=C(C21)C=CC=C3)C3=CC=C(C=C3)B(O)O